FC1(CCN(CC1)C=1N=C(C=C2C=CC(=NC12)OC)NC(C1=C(C=C(C=C1)NS(=O)(=O)CCO)N1CCC2(CC2)CC1)=O)F N-(8-(4,4-difluoropiperidin-1-yl)-2-methoxy-1,7-naphthyridin-6-yl)-4-(2-hydroxyethylsulfonamido)-2-(6-azaspiro[2.5]octan-6-yl)benzamide